N-(6-(2H-1,2,3-triazol-2-yl)-5-(trifluoromethyl)pyridin-3-yl)-3-cyano-2'-hydroxy-[1,1'-biphenyl]-4-carboxamide N=1N(N=CC1)C1=C(C=C(C=N1)NC(=O)C1=C(C=C(C=C1)C1=C(C=CC=C1)O)C#N)C(F)(F)F